7-((1-Benzyl-1,2,3,6-tetrahydropyridin-4-yl)methyl)-N-cyclopropyl-N-(2-fluoro-4-iodobenzyl)-7H-pyrrolo[2,3-d]pyrimidin-4-amine C(C1=CC=CC=C1)N1CCC(=CC1)CN1C=CC2=C1N=CN=C2N(CC2=C(C=C(C=C2)I)F)C2CC2